N-(1-(piperidin-4-yl)-1H-pyrazol-4-yl)-3-(quinoxalin-6-yl)-1H-pyrrolo[2,3-b]pyridine-5-carboxamide N1CCC(CC1)N1N=CC(=C1)NC(=O)C=1C=C2C(=NC1)NC=C2C=2C=C1N=CC=NC1=CC2